1-[(3RS)-3-{[4-(3-phenyl-1H-pyrrolo[3,2-b]pyridin-2-yl)pyridin-3-yl]oxy}pyrrolidin-1-yl]prop-2-en-1-one C1(=CC=CC=C1)C1=C(NC=2C1=NC=CC2)C2=C(C=NC=C2)O[C@H]2CN(CC2)C(C=C)=O |r|